BrC1=C(C2=C(CN3[C@@H](CO2)CNCC3)C(=C1I)F)F (12aR)-9-bromo-7,10-difluoro-8-iodo-1,2,3,4,12,12a-hexahydro-6H-pyrazino[2,1-c][1,4]benzoxazepine